C1(=CC=CC=C1)C1=C(C=CC=C1)O o-phenyl-phenol